COC1=CC=2CCN3[C@@H](C2C=C1OCC1=CC=C(C=C1)C(F)(F)F)CC1=C(C3)NC=3C=CC(=CC31)OC (R)-3,12-Dimethoxy-2-((4-(trifluoromethyl)benzyl)-oxy)-5,6,8,9,14,14a-hexahydroindolo[3',2':4,5]pyrido[2,1-a]isochinolin